CC1=C(C=CC=2N(N=NC21)CC2=CC=C(C=C2)C2=NOC(=N2)C(F)(F)F)C 3-[4-[(4,5-dimethylbenzotriazol-1-yl)methyl]phenyl]-5-(trifluoromethyl)-1,2,4-oxadiazole